5-(5-(2-(2-aminoethoxy)phenyl)isoxazol-3-ylamino)pyrazine-2-carbonitrile NCCOC1=C(C=CC=C1)C1=CC(=NO1)NC=1N=CC(=NC1)C#N